4-[[(7R)-8-cyclopentyl-7-ethyl-5-methyl-6-oxo-7H-pteridin-2-yl]amino]-3-methoxy-N-[1-(4-piperidylmethyl)azetidin-3-yl]benzamide C1(CCCC1)N1[C@@H](C(N(C=2C=NC(=NC12)NC1=C(C=C(C(=O)NC2CN(C2)CC2CCNCC2)C=C1)OC)C)=O)CC